NC=1N=CC(=C2C1SC(=C2)C(=O)N)OC2=CC=C(C=C2)C=2C=NN(C2)C 7-amino-4-(4-(1-methyl-1H-pyrazol-4-yl)phenoxy)thieno[2,3-c]pyridine-2-carboxamide